COC=1C(=C(CC#N)C=CC1OC)N=C=O 3,4-dimethoxy-o-isocyanatobenzyl cyanide